FC(C=1C=C(CC2CC3(CN(C3)C(=O)C3CC(C3)(C)O)C2)C=CC1)F (6-(3-(Difluoromethyl)benzyl)-2-azaspiro[3.3]heptan-2-yl)((1s,3s)-3-hydroxy-3-methylcyclobutyl)methanon